4-epoxycyclohexyl-methacrylic acid C12C(CC(CC1)C=C(C(=O)O)C)O2